SC(C(=O)NCCO)C 2-(2-Mercaptopropionylamino)ethanol